N1(CCC1)C(=O)C=1C(=C2C3=C(C(OC2=CC1CCCCC)(C)C)C=CC(=C3)C)O azetidin-1-yl(1-hydroxy-6,6,9-trimethyl-3-pentyl-6H-benzo[c]chromen-2-yl)methanone